(S)-6-bromo-5-fluoro-2H-spiro[naphthalene-1,4'-oxazolidine]-2',4(3H)-dione BrC=1C(=C2C(CC[C@]3(NC(OC3)=O)C2=CC1)=O)F